C1CCC=C1 cis-4-cyclopentene